The molecule is a 1-phosphatidyl-1D-myo-inositol 4-phosphate(3-) obtained by deprotonation of the phosphate OH groups of 1-stearoyl-2-arachidonoyl-sn-glycero-3-phospho-1D-myo-inositol 4-phosphate; major species at pH 7.3. It is a conjugate base of a 1-stearoyl-2-arachidonoyl-sn-glycero-3-phospho-1D-myo-inositol 4-phosphate. CCCCCCCCCCCCCCCCCC(=O)OC[C@H](COP(=O)([O-])OC1[C@@H]([C@H](C([C@H]([C@H]1O)O)OP(=O)([O-])[O-])O)O)OC(=O)CCC/C=C\\C/C=C\\C/C=C\\C/C=C\\CCCCC